NC1=NC=NN2C1=C(C=C2C=2C=CC(=C(C(=O)N[C@@H]1CN(C[C@@H]1F)C(=O)C1C(C1)(F)F)C2)C)CN2CCC(CC2)C(F)(F)F 5-(4-amino-5-{[4-(trifluoromethyl)piperidin-1-yl]methyl}pyrrolo[2,1-f][1,2,4]triazin-7-yl)-N-[(3R,4S)-1-(2,2-difluorocyclopropanecarbonyl)-4-fluoropyrrolidin-3-yl]-2-methylbenzamide